BrC1=CC=C(C=C1)CN1C(C[C@@H](C1)C1=C(C=C(C=C1)OC)OC1CCCC1)=O (R)-(+)-1-(4-bromophenylmethyl)-4-[(3-cyclopentyloxy)-4-methoxyphenyl]-2-pyrrolidone